OC(CC1=CC=C(C=C1)CC1=CC=C(C=C1)C(C(C)(C)O)=O)(C)C 2-Hydroxy-1-{4-[4-(2-hydroxy-2-methylpropionyl)-benzyl]-phenyl}-2-methyl-propane